C1C(NCCC2=C1C=CC=C2)=O 1,3,4,5-tetrahydro-2H-benzo[d]azepine-2-one